C(C)(C)(C)OC(=O)N=S(=O)(C=1C=NC(=NC1)O)C1=CC=C(C(=O)O)C=C1 4-[N-tert-butoxycarbonyl-S-(2-hydroxypyrimidin-5-yl)sulfonimidoyl]benzoic acid